tert-butyl 6-((2-((1-(2-methoxy-2-oxoethyl)-1H-pyrazol-3-yl)methyl)-1-oxo-1,2-dihydrophthalazin-6-yl)sulfonyl)-2,3-dihydro-4H-benzo[b][1,4]oxazine-4-carboxylate COC(CN1N=C(C=C1)CN1C(C2=CC=C(C=C2C=N1)S(=O)(=O)C1=CC2=C(OCCN2C(=O)OC(C)(C)C)C=C1)=O)=O